6-chloro-3-fluoropyridin-2-amine ClC1=CC=C(C(=N1)N)F